r-diethyl-4,4'-bipyridinium dibromide [Br-].[Br-].C(C)[N+]1=CC=C(C=C1)C1=CC=[N+](C=C1)CC